(R)-3-((2-chloro-5-morpholinopyrimidin-4-yl)oxy)-10-methyl-9,10,11,12-tetrahydro-8H-[1,4]diazepino[5',6':4,5]thieno[3,2-f]quinoxalin-8-one ClC1=NC=C(C(=N1)OC1=NC=2C=CC3=C(C2N=C1)C1=C(S3)C(N[C@@H](CN1)C)=O)N1CCOCC1